C(#C)C=1N=C(N(C1)C=1C=NC(=CC1)C)C(=O)N 4-ethynyl-1-(6-methyl-3-pyridyl)imidazole-2-carboxamide